(4-chloro-1H-indol-6-yl)-5-(cyclohex-1-en-1-yl)-1H-benzo[d]imidazol-2-amine ClC1=C2C=CNC2=CC(=C1)N1C(=NC2=C1C=CC(=C2)C2=CCCCC2)N